sorbitol ditartrate C(=O)(O)C(O)C(O)C(=O)O.C(=O)(O)C(O)C(O)C(=O)O.OC[C@H](O)[C@@H](O)[C@H](O)[C@H](O)CO